rac-(3aR,5R,7S,7aR)-5-(benzo[d][1,3]dioxol-5-yl)-1,3,3,5,7-pentamethyloctahydrobenzo[c]isoxazole O1COC2=C1C=CC(=C2)[C@]2(C[C@@H]1[C@H](N(OC1(C)C)C)[C@H](C2)C)C |r|